ClC=1C=C2C=CC(=NC2=CC1)NC(=O)C1CCN(CC1)C(=O)OC(C)(C)C tert-butyl 4-((6-chloroquinolin-2-yl)carbamoyl)piperidine-1-carboxylate